4-(4-(chromone-3-carbonyl)aminophenyl)butyric acid O1C=C(C(C2=CC=CC=C12)=O)C(=O)NC1=CC=C(C=C1)CCCC(=O)O